2-amino-7-cyclopentyl-N,N-dimethyl-4-(4-methylpiperazino)-7H-pyrrolo[2,3-d]pyrimidine-6-carboxamide NC=1N=C(C2=C(N1)N(C(=C2)C(=O)N(C)C)C2CCCC2)N2CCN(CC2)C